C1(=CC=CC=C1)C1N(CCSC1)C(=O)C1=C(C=C(C=C1)NC(=O)C1CC1)N1CCCC1 N-[4-(3-phenylthiomorpholine-4-carbonyl)-3-pyrrolidin-1-ylphenyl]cyclopropanecarboxamide